C(#N)C1=NC2=CC(=CC(=C2N=C1N1CCS(CC1)(=O)=O)[C@@H](C)NC1=C(C(=O)O)C=CC=C1)C (R)-2-((1-(2-cyano-3-(1,1-dioxidothiomorpholino)-7-methylquinoxalin-5-yl)ethyl)amino)benzoic acid